C1OCC12CN(C2)C=O (2-oxa-6-azaspiro[3.3]heptan-6-yl)methanone